BrC1=C(N)C(=CC=C1OC)S(=O)(=O)C(F)(F)F 2-bromo-3-methoxy-6-((trifluoromethyl)sulfonyl)aniline